2,2-Bis(4-cyanatophenyl)-1,1,1,3,3,3-hexafluoropropan O(C#N)C1=CC=C(C=C1)C(C(F)(F)F)(C(F)(F)F)C1=CC=C(C=C1)OC#N